C(C1=CC=CC=C1)OC(=O)NC1(CC(C1)O)C(=O)OC(C)C propan-2-yl trans-1-{[(benzyloxy) carbonyl]amino}-3-hydroxycyclobutane-1-carboxylate